ClC1=NC(=C(C(=C1C#N)CC)C#N)N1CCN(CC1)CC1=CC=NC=C1 2-chloro-4-ethyl-6-(4-(pyridin-4-ylmethyl)piperazin-1-yl)pyridine-3,5-dicarbonitrile